Methyl (2-(4-isobutylphenyl)propanoyl)-D-asparaginyl-L-alaninate C(C(C)C)C1=CC=C(C=C1)C(C(=O)N[C@H](CC(N)=O)C(=O)N[C@@H](C)C(=O)OC)C